5-(3-((dimethylamino)methyl)-3-methoxypyrrolidin-1-yl)-N-(6-fluoropyridin-2-yl)-4-methylpyridine-2-sulfonamide CN(C)CC1(CN(CC1)C=1C(=CC(=NC1)S(=O)(=O)NC1=NC(=CC=C1)F)C)OC